4-Bromo-1-(tetrahydro-2H-thiopyran-4-yl)-1H-pyrazole BrC=1C=NN(C1)C1CCSCC1